IC=1N(N=C2C1N=CN=C2O)C 3-iodo-2-methyl-2H-pyrazolo[4,3-d]Pyrimidine-7-ol